COC=1C=2N(C=C(N1)C)C=C(N2)C(=O)O 8-methoxy-6-methyl-imidazo[1,2-a]pyrazine-2-carboxylic acid